BrC=1C=CC(=C(C1)C1=CC(=CC=C1)N)C1=NN=CN1C 5'-bromo-2'-(4-methyl-4H-1,2,4-triazol-3-yl)-[1,1'-biphenyl]-3-amine